1-((5-(5-(difluoromethyl)-1,3,4-oxadiazol-2-yl)pyridin-2-yl)methyl)-3-(1-ethylpiperidin-4-yl)-5-(pyridin-4-yl)-1,3-dihydro-2H-benzo[d]imidazol-2-one FC(C1=NN=C(O1)C=1C=CC(=NC1)CN1C(N(C2=C1C=CC(=C2)C2=CC=NC=C2)C2CCN(CC2)CC)=O)F